5-(((4-(4,4,5,5-Tetramethyl-1,3,2-dioxaborolan-2-yl)pyridin-2-yl)oxy)methyl)pyrimidine CC1(OB(OC1(C)C)C1=CC(=NC=C1)OCC=1C=NC=NC1)C